C1(CC1)C1=NC(=NC=C1)NC1=C(C(=C(C(=O)O)C=C1)F)F 4-((4-cyclopropylpyrimidin-2-yl)amino)-2,3-difluorobenzoic acid